N=1C=C(N2N=CC=CC21)C#CC=2C=C(C=CC2C)NC(C2=CC=C(C=C2)CN2CCN(CC2)C)=O N-(3-(imidazo[1,2-b]pyridazin-3-ylethynyl)-4-methylphenyl)-4-((4-methylpiperazin-1-yl)methyl)benzamide